5-Cyano-2,6-bis(methylthio)nicotinic acid C(#N)C=1C(=NC(=C(C(=O)O)C1)SC)SC